7-methyl-4-(5-(4-(4-methylpyridazin-3-yl)phenyl)pyridin-3-yl)-8,9-dihydropyrido[3',2':4,5]pyrrolo[1,2-a]pyrazin-6(7H)-one CN1C(C=2N(CC1)C1=C(C2)C(=CC=N1)C=1C=NC=C(C1)C1=CC=C(C=C1)C=1N=NC=CC1C)=O